C(OC1=NC(=NC2=CC=CC=C12)C1=CC=C(C=C1)N(CC)CC)COC1=NC(=NC2=CC=CC=C12)C1=CC=C(C=C1)N(CC)CC 4,4'-Ethylenedioxy-bis[2-(4-diethylaminophenyl)quinazoline]